(3S,4R)-3-({5-[5,7-difluoro-2-(4-fluorophenyl)-1H-indol-3-yl]-1,3,4-oxadiazol-2-yl}amino)-4-hydroxypyrrolidin-2-one FC=1C=C2C(=C(NC2=C(C1)F)C1=CC=C(C=C1)F)C1=NN=C(O1)N[C@@H]1C(NC[C@H]1O)=O